C[Si]1(O[SiH](O[SiH](O[SiH](O1)C)C)C)CCC1CC2C(CC1)O2 2,4,6,8-tetramethyl-[2-(3,4-epoxycyclohexylethyl)]cyclotetrasiloxane